C(#N)C1=CC(=C(COC2=NC=CC=C2C23CCN(CC3C2)CC2=NC3=C(N2CC2OCC2)C=C(C=C3)C(=O)O)C=C1)F 2-((6-(2-((4-cyano-2-fluorobenzyl)oxy)pyridin-3-yl)-3-azabicyclo[4.1.0]heptan-3-yl)methyl)-1-(oxetan-2-ylmethyl)-1H-benzo[d]imidazole-6-carboxylic acid